N-[2-[bis(carboxymethyl)-amino]ethyl]glycine C(=O)(O)CN(CCNCC(=O)O)CC(=O)O